ClC1=CC=C(C=C1)CNC 1-(4-chlorophenyl)-N-methylmethanamine